C1(=CC=CC=C1)[C@@H]1COCC(N1C=1N=NC(=CC1)C1=NOC(=N1)C(F)(F)F)=O (5R)-5-phenyl-4-{6-[5-(trifluoromethyl)-1,2,4-oxadiazol-3-yl]pyridazin-3-yl}morpholin-3-one